ethyl 3-{[4-(3-aminopropanamido)-1-methylimidazol-2-yl]formamido}propanoate NCCC(=O)NC=1N=C(N(C1)C)C(=O)NCCC(=O)OCC